CN1N=CN=C1C(=O)N1[C@@H](C2=C(CC1)NC=N2)C2=NN1C(C(=CC=C1)C)=C2 (S)-(1-methyl-1H-1,2,4-triazol-5-yl)(4-(4-methylpyrazolo[1,5-a]pyridin-2-yl)-6,7-dihydro-1H-imidazo[4,5-c]pyridin-5(4H)-yl)methanone